2-(2-(4-amino-1,2,5-oxadiazol-3-yl)-1H-benzo[d]Imidazol-1-yl)-N-phenylacetamide NC=1C(=NON1)C1=NC2=C(N1CC(=O)NC1=CC=CC=C1)C=CC=C2